1,2,3,5-tetrahydro-4H-pyrido[2,3-b][1,4]diazepin-4-one N1C2=C(NC(CC1)=O)N=CC=C2